ethyl 3-((5-chloro-1,3,4-thiadiazol-2-yl)amino)-3-oxopropanoate ClC1=NN=C(S1)NC(CC(=O)OCC)=O